(S)-N-(3-(2-((2-hydroxyethyl)amino)-6-morpholinopyridin-4-yl)-4-methylphenyl)-3-(2,2,2-trifluoroethyl)pyrrolidine-1-carboxamide OCCNC1=NC(=CC(=C1)C=1C=C(C=CC1C)NC(=O)N1C[C@@H](CC1)CC(F)(F)F)N1CCOCC1